[[2-[(2R,5S)-2-(4-chlorophenyl)-5-methyl-1-piperidyl]-2-oxo-acetyl]amino]pyridine-3-carboxamide ClC1=CC=C(C=C1)[C@@H]1N(C[C@H](CC1)C)C(C(=O)NC1=NC=CC=C1C(=O)N)=O